octahydro-6-methyl-l-3-[(R)-1-methyl-4-phenylbutoxy]-1,9-phenanthridinediol 1-acetate C(C)(=O)OC1CC(CC2NC(C3C=CC(=CC3=C12)O)C)O[C@@H](CCCC1=CC=CC=C1)C